C(C)OC(C[C@@H]1N(CCN(C1)CC1=CC=CC=C1)C1=NC=C(C(=C1)C(F)F)C(F)(F)F)=O (S)-2-(4-benzyl-1-(4-(difluoromethyl)-5-(trifluoromethyl)pyridin-2-yl)piperazin-2-yl)acetic acid ethyl ester